di-p-tolylchlorosilane C1(=CC=C(C=C1)[SiH](Cl)C1=CC=C(C=C1)C)C